N-{2,3-dimethoxy-6H,7H,8H,9H,10H,11H-cycloocta[b]quinolin-12-yl}-1-methylpiperidin-4-amine COC=1C=C2C(=C3C(=NC2=CC1OC)CCCCCC3)NC3CCN(CC3)C